NC[C@H](F)C=1C=NC(=NC1)C1=C(C=C(C#N)C=C1)OC=1N(N=C(C1)C1CC1)C 4-[5-[(1R)-2-amino-1-fluoroethyl]pyrimidin-2-yl]-3-(5-cyclopropyl-2-methylpyrazol-3-yl)oxybenzonitrile